FC=1C=C(C=C(C1)F)[C@@H]1CCN2N1C(C1(C2)CCN(CC1)C1=NC=C(N=C1)SC)=O (S)-7'-(3,5-difluorophenyl)-1-(5-(methylthio)pyrazin-2-yl)dihydro-1'H,3'H,5'H-spiro[piperidine-4,2'-pyrazolo[1,2-a]pyrazol]-1'-one